N-(7-azaspiro[3.5]non-2-yl)-3-(3-(trifluoromethyl)phenyl)imidazo[1,2-b]pyridazin-6-amine C1C(CC12CCNCC2)NC=2C=CC=1N(N2)C(=CN1)C1=CC(=CC=C1)C(F)(F)F